CC(=CCC/C(=C\\CC/C(=C\\CC/C(=C\\CC/C(=C\\CC/C(=C\\CC/C(=C\\CC/C(=C\\CC/C(=C/CC/C(=C/COP(=O)([O-])OP(=O)([O-])[O-])/C)/C)/C)/C)/C)/C)/C)/C)/C)C The molecule is an orpanophosphate oxoanion that is the trianion of ditrans,polycis-decaprenyl diphosphate. It is a conjugate base of a ditrans,polycis-decaprenyl diphosphate.